1-(3-chloropyridin-2-yl)methylamine ClC=1C(=NC=CC1)CN